barium 1,4-butanedisulfonate C(CCCS(=O)(=O)[O-])S(=O)(=O)[O-].[Ba+2]